OC1C(CCC1)N 2-hydroxycyclopentylamine